3-[2-(dimethylamino)ethyl]benzene CN(CCC=1C=CC=CC1)C